[N+](=O)([O-])C1=CC=C(C=C1)C1=NC2=CC=CC=C2C=N1 2-(p-nitrophenyl)quinazoline